5-(3-((4-(2-(4-((2-acetylpyrimidin-4-yl)methoxy)phenyl)propan-2-yl)phenoxy)methyl)azetidin-1-yl)-2-(2,6-dioxopiperidin-3-yl)isoindolin-1,3-dione C(C)(=O)C1=NC=CC(=N1)COC1=CC=C(C=C1)C(C)(C)C1=CC=C(OCC2CN(C2)C=2C=C3C(N(C(C3=CC2)=O)C2C(NC(CC2)=O)=O)=O)C=C1